FC1(CN(C1)C(CC1=CC=C(C=C1)NC(=O)NCC1=CC=C(C=C1)OC)=O)CO [(4-(2-[3-fluoro-3-(hydroxymethyl)azetidinyl]-2-oxoethyl)phenyl)amino]-N-[(4-methoxyphenyl)methyl]carboxamide